methyl (S)-2,2-difluoro-7-azaspiro[3.5]nonane-6-carboxylate FC1(CC2(C1)C[C@H](NCC2)C(=O)OC)F